2-((3,5-dicyano-6-(dimethylamino)-4-ethylpyridin-2-yl)sulfanyl)-2-(4-fluorophenyl)acetic acid methyl ester COC(C(C1=CC=C(C=C1)F)SC1=NC(=C(C(=C1C#N)CC)C#N)N(C)C)=O